IC=1C=C2C(=CC(=NC2=CC1)C)C(=O)O 6-iodo-2-methylquinoline-4-carboxylic acid